N1=C(C=CC=C1)OCCN(CC[C@@H](C(=O)O)NC1=NC=NC=C1)CCCCC1=NC=2NCCCC2C=C1 (S)-4-((2-(pyridin-2-yloxy)ethyl)(4-(5,6,7,8-tetrahydro-1,8-naphthyridin-2-yl)butyl)amino)-2-(pyrimidin-4-ylamino)butanoic acid